FC1=CC=C(C=C1)C1=NN2C(CO[C@H]([C@H]2C)C)=C1 cis-2-(4-fluorophenyl)-6,7-dimethyl-6,7-dihydro-4H-pyrazolo[5,1-c][1,4]oxazine